N-(4-(1-(cyclopropanecarbonyl)indolin-5-yl)-5-methylthiazol-2-yl)-2-(3-(2-(2-(2-(2,6-dioxopiperidin-3-yl)-1,3-dioxoisoindolin-4-ylamino)ethoxy)ethoxy)-4-fluorophenyl)acetamide C1(CC1)C(=O)N1CCC2=CC(=CC=C12)C=1N=C(SC1C)NC(CC1=CC(=C(C=C1)F)OCCOCCNC1=C2C(N(C(C2=CC=C1)=O)C1C(NC(CC1)=O)=O)=O)=O